C(C)(C)(C)C1(N=CNO1)C(=O)NCC1=C(C=C(C=C1)C1=NC=NN2C1=CC(=C2)C=2CCOCC2)C 5-(tert-butyl)-N-(4-(6-(3,6-dihydro-2H-pyran-4-yl)pyrrolo[2,1-f][1,2,4]triazin-4-yl)-2-methylbenzyl)-1,2,4-oxadiazole-5-carboxamide